acryloyloxy dihydrogenphosphate P(=O)(O)(O)OOC(C=C)=O